CC1=NN(C=C1NC1=NC=C(C(=N1)NCCCN1C(COCCC1)=O)C#N)C1CC2CCC(C1)N2C 2-((3-methyl-1-(8-methyl-8-azabicyclo[3.2.1]octan-3-yl)-1H-pyrazol-4-yl)amino)-4-((3-(3-oxo-1,4-oxazepan-4-yl)propyl)amino)pyrimidine-5-carbonitrile